CN1CCN(CC1)C1=C(C=C(C=C1)N1N=NC(=C1)C(NCCCN1CCOCC1)=O)NC(C1=C(N=C(C=C1)SC)C(F)(F)F)=O N-(2-(4-methylpiperazin-1-yl)-5-(4-((3-morpholinopropyl)carbamoyl)-1H-1,2,3-triazol-1-yl)phenyl)-6-(methylthio)-2-(trifluoromethyl)nicotinamide